C(C)(C)N1C(=NN=C1)C1=CC=CC(=N1)N1C(N(CC1)C(=O)OC(C)(C)C)=O tert-Butyl 3-[6-(4-isopropyl-1,2,4-triazol-3-yl)-2-pyridyl]-2-oxo-imidazolidine-1-carboxylate